N-(4-(3-amino-6-(1-oxidotetrahydro-2H-thiopyran-4-yl)-1H-pyrazolo[4,3-c]pyridin-4-yl)benzyl)-5-fluoro-2-hydroxybenzamide NC1=NNC2=C1C(=NC(=C2)C2CCS(CC2)=O)C2=CC=C(CNC(C1=C(C=CC(=C1)F)O)=O)C=C2